C(CC)(=O)NCCCCCCN propionylhexamethylenediamine